C(N)(=O)C1=CC=C(C=C1)C1=CC=CC=C1 4'-carbamoyl-[1,1'-biphenyl]